CC1(OC2=C(C=C1)C=CC=C2CC=C(C)C)C 2,2-dimethyl-8-prenyl-2H-1-benzopyran